3-(4-bromophenyl)-6,7-dihydro-5H-[1,2,4]triazolo[3,4-b][1,3]thiazine BrC1=CC=C(C=C1)C1=NN=C2SCCCN21